C(N)(=O)C=1C=C(C=CC1)NC(C1=C(N=CC=C1)OC1=C(C=C(C=C1)F)C)=O N-(3-carbamoyl-phenyl)(4-fluoro-2-methylphenoxy)-nicotinamide